O=C1NC(CCC1N1C(C2=CC=C(C=C2C1=O)CCCC)=O)=O 4-(2-(2,6-dioxopiperidin-3-yl)-1,3-dioxoisoindolin-5-yl)butan